ClC1=CC=C(C(=N1)OC)C(=O)O 6-Chloro-2-methoxypyridine-3-carboxylic acid